[Cu-]=O cuprous oxide